FC(C(=O)N1[C@H]2CC(C[C@@H]1CC2)O)(F)C=2C=C(C(=O)NC1=CC(=C(C=C1)F)F)C=CC2F 3-(1,1-difluoro-2-((1R,3s,5S)-3-hydroxy-8-azabicyclo[3.2.1]octan-8-yl)-2-oxoethyl)-N-(3,4-difluorophenyl)-4-fluorobenzamide